2-(4-((1-(2-(2,6-dioxopiperidin-3-yl)-1,3-dioxoisoindolin-5-yl)azetidin-3-yl)ethynyl)-1H-pyrazol-1-yl)-2-methyl-N-(2-(propa-1,2-dien-1-yl)-4-(trifluoromethyl)phenyl)propanamide O=C1NC(CCC1N1C(C2=CC=C(C=C2C1=O)N1CC(C1)C#CC=1C=NN(C1)C(C(=O)NC1=C(C=C(C=C1)C(F)(F)F)C=C=C)(C)C)=O)=O